C(C)(=O)C1=NN(C2=CC=C(C=C12)C=1C=NC=NC1)CC(=O)N(C(C)C)CC(=O)NCC1=C(C(=CC=C1)Cl)F 2-(3-acetyl-5-(pyrimidin-5-yl)-1H-indazol-1-yl)-N-(2-((3-chloro-2-fluorobenzyl)amino)-2-oxoethyl)-N-isopropylacetamide